ClC=1C=CC=C2C(C=C(OC12)C1=C(OCCCNC(C(=O)O)=O)C=C(C=C1)C)=O 2-[3-[2-(8-chloro-4-oxo-chromen-2-yl)-5-methyl-phenoxy]propylamino]-2-oxo-acetic acid